1-(5-fluoro-2-methoxy-4-(3-(trifluoromethoxy)cyclobutyl)phenyl)-N-(isoxazol-3-yl)-2-oxo-1,2-dihydroquinoline-6-sulfonamide FC=1C(=CC(=C(C1)N1C(C=CC2=CC(=CC=C12)S(=O)(=O)NC1=NOC=C1)=O)OC)C1CC(C1)OC(F)(F)F